(1R,2R)-N-(7-chloro-6-(1-((3R,4R)-4-hydroxy-3-methyltetrahydrofuran-3-yl)piperidin-4-yl)isoquinolin-3-yl)-2-(2-hydroxypropan-2-yl)cyclopropane-1-carboxamide ClC1=C(C=C2C=C(N=CC2=C1)NC(=O)[C@H]1[C@@H](C1)C(C)(C)O)C1CCN(CC1)[C@@]1(COC[C@@H]1O)C